NC(COC=1C=C2CC(N3C(C2=CC1C=1SC=CN1)=CC(C(=C3)C(=O)O)=O)C(C)C)C3CC3 9-(2-amino-2-cyclopropylethoxy)-6-isopropyl-2-oxo-10-(thiazol-2-yl)-6,7-dihydro-2H-pyrido[2,1-a]isoquinoline-3-carboxylic acid